FC(C=1C=C(C=CC1)C=1N=NNC1)F 4-(3-(difluoromethyl)phenyl)-1H-1,2,3-triazol